Cl.N[C@@H](C)C1=NC(=NN1C1=CC=C(C=N1)N(C(=O)C1CC1)C)N(C)C N-[6-[5-[(1S)-1-aminoethyl]-3-(dimethylamino)-1,2,4-triazol-1-yl]-3-pyridyl]-N-methyl-cyclopropanecarboxamide-hydrochloride